3-Hydroxy-4-[hydroxy-(sulfino)-methyl]-benzoic acid OC=1C=C(C(=O)O)C=CC1C(S(=O)O)O